2-(2-(3-fluoropyrrolidin-1-yl)-2-oxoethyl)-6-hydroxy-1-methyl-3-oxo-3,8,9,10-tetrahydropyrano[3,2-f]chromen-5-carbaldehyde FC1CN(CC1)C(CC1=C(C=2C=3CCCOC3C(=C(C2OC1=O)C=O)O)C)=O